O=C1NC(=NC2=CC=CC=C12)CCC(=O)N1CCN(CC1)C1=CC=C(C=N1)C#N 6-[4-[3-(4-oxo-3H-quinazolin-2-yl)propionyl]piperazin-1-yl]pyridine-3-carbonitrile